6-Fluoropyrazolo[1,5-a]pyridine FC=1C=CC=2N(C1)N=CC2